CC1(CC1)C=1C=C(C=CC1)C12CCN(CC2C1)C(=O)C1CC2(C1)NC(OC2)=O (rac)-(2s,4s)-2-(6-(3-(1-Methylcyclopropyl)phenyl)-3-azabicyclo[4.1.0]heptane-3-carbonyl)-7-oxa-5-azaspiro[3.4]octan-6-one